FCCN1C(=NC=2C1=NC(=CC2)C=2C=CN1N=C(N=CC12)C1(CC(C1)N(C)C)N)C 1-(5-(3-(2-fluoroethyl)-2-methyl-3H-imidazo[4,5-b]pyridin-5-yl)pyrrolo[2,1-f][1,2,4]triazin-2-yl)-N3,N3-dimethylcyclobutane-1,3-diamine